3-chloro-2-hydroxy-5-(1-(4-hydroxyphenyl)-1-methyl-ethyl)benzonitrile ClC=1C(=C(C#N)C=C(C1)C(C)(C)C1=CC=C(C=C1)O)O